COC1=CC=C(CN2N=C(C(=N2)C(=O)OCCOC([C@@H](NC(=O)OC(C)(C)C)C(C)C)=O)C2=CC=3CC4=CC(=CC=C4C3C=C2)C2=NN(N=C2)CC2=CC=C(C=C2)OC)C=C1 2-(((tert-butoxycarbonyl)-L-valyl)oxy)ethyl 2-(4-methoxybenzyl)-5-(7-(2-(4-methoxybenzyl)-2H-1,2,3-triazol-4-yl)-9H-fluoren-2-yl)-2H-1,2,3-triazole-4-carboxylate